CON(C(C(C)(C)NC(OC(C)(C)C)=O)=O)C tert-Butyl N-[2-[methoxy(methyl)amino]-1,1-dimethyl-2-oxo-ethyl]carbamate